(R)-1-Naphthyl-ethanol C1(=CC=CC2=CC=CC=C12)[C@@H](C)O